iodine sulfite S(=O)([O-])[O-].[I+].[I+]